Methyl 1-(1-cyclopropylpyrazol-4-yl)-6-oxo-pyridine-3-carboxylate C1(CC1)N1N=CC(=C1)N1C=C(C=CC1=O)C(=O)OC